2-Tert-butyl-N-{4-methyl-3-[8-(morpholin-4-yl)imidazo[1,2-a]pyridin-6-yl]phenyl}-1,3-oxazole-5-carboxamide C(C)(C)(C)C=1OC(=CN1)C(=O)NC1=CC(=C(C=C1)C)C=1C=C(C=2N(C1)C=CN2)N2CCOCC2